(S,Z)-1-(3'-cyano-2'-methyl-[1,1'-biphenyl]-4-carbonyl)-5-(methoxyimino)piperidine-2-carboxylic acid methyl ester COC(=O)[C@H]1N(C\C(\CC1)=N/OC)C(=O)C1=CC=C(C=C1)C1=C(C(=CC=C1)C#N)C